N-((4-(Hydroxymethyl)-1-(4-(trifluoromethoxy)phenyl)-1H-pyrazolo[3,4-b]pyridin-3-yl)methyl)but-2-ynamide OCC1=C2C(=NC=C1)N(N=C2CNC(C#CC)=O)C2=CC=C(C=C2)OC(F)(F)F